C(C)(C)(C)OC(=O)N[C@@H](CCCC(=O)O)C(N[C@@H]([C@@H](CC)C)C(NC)=O)=O (5S)-5-{[(tert-butoxy)carbonyl]amino}-5-{[(1S,2R)-2-methyl-1-(methylcarbamoyl)-butyl]carbamoyl}pentanoic acid